ClC1=C(C=C(C=C1)[C@@H](CC(=O)O)C1CC1)NC[C@@H]([C@H](C(F)(F)F)C)C1=CC=C2C=CC=NC2=C1 (S)-3-(4-chloro-3-((2S,3R)-4,4,4-trifluoro-3-methyl-2-(quinolin-7-yl)butanylamino)phenyl)-3-cyclopropylpropionic acid